[Na+].C(CCC\C=C/C\C=C/C\C=C/C\C=C/CCCCC)(=O)[O-] arachidonic acid, sodium salt